C1(CC1)C1=CC=C(C=C1C1=CC=CC=C1)N(C1=CC(N(C=2C=CC(=NC12)C#N)C)=O)CC1CC1 8-((6-cyclopropyl-[1,1'-biphenyl]-3-yl)(cyclopropylmethyl)amino)-5-methyl-6-oxo-5,6-dihydro-1,5-naphthyridine-2-carbonitrile